N-[1-(pyrimidin-2-yl)piperidin-4-yl]-4-(1-{[2-(trimethylsilyl)ethoxy]methyl}-1H-pyrrolo[3,2-c]pyridin-4-yl)benzamide N1=C(N=CC=C1)N1CCC(CC1)NC(C1=CC=C(C=C1)C1=NC=CC2=C1C=CN2COCC[Si](C)(C)C)=O